N-(cyclohexylmethyl)-2-(2,3-dihydro-1H-pyrido[2,3-b][1,4]thiazin-3-yl)acetamide C1(CCCCC1)CNC(CC1CNC2=C(S1)N=CC=C2)=O